racemic-N-(1-benzyl-1,3-dimethyl-butyl)-8-fluoro-quinoline-3-carboxamide C(C1=CC=CC=C1)[C@](CC(C)C)(C)NC(=O)C=1C=NC2=C(C=CC=C2C1)F |r|